hydroxyethyltrimethyldecylammonium decanoate salt C(CCCCCCCCC)(=O)[O-].OCCC(CCCCCCCCC)[N+](C)(C)C